(S)-2-(4-(2-(1-Cyclopropylethyl)-7-(methylsulfonyl)-1-oxoisoindolin-5-yl)pyridin-2-yl)-N-isopropyl-N,4-dimethyl-1H-imidazole-5-carboxamide C1(CC1)[C@H](C)N1C(C2=C(C=C(C=C2C1)C1=CC(=NC=C1)C=1NC(=C(N1)C)C(=O)N(C)C(C)C)S(=O)(=O)C)=O